C(C)(C)(C)OC([C@@H](CC=1C=C(C(=O)O)C=CC1)[C@@H]1CN(CC1)C(=O)OC(C)(C)C)=O 3-[(2S)-3-tert-butoxy-2-[(3R)-1-tert-butoxycarbonylpyrrolidin-3-yl]-3-oxopropyl]benzoic acid